CC=1OC(=NN1)CN1N=CC2=NC=C(C=C21)C2=CC(=NC=C2)C(F)(F)F 2-Methyl-5-[[6-[2-(trifluoromethyl)-4-pyridyl]pyrazolo[4,3-b]pyridin-1-yl]methyl]-1,3,4-oxadiazole